FC1=C(NC=N1)C(=O)OCC ethyl 5-fluoro-3H-imidazole-4-carboxylate